(3s,4r)-3-[tert-butoxycarbonyl-(methyl)amino]-4-methoxy-piperidine-1-carboxylic acid benzyl ester C(C1=CC=CC=C1)OC(=O)N1C[C@@H]([C@@H](CC1)OC)N(C)C(=O)OC(C)(C)C